ClC=1C=C2C(C(=CN(C2=NC1N1CC2=NC=CC=C2C1)C=1C=NC(=CC1C)N(C)CCN(C)C)C(=O)O)=O 6-chloro-7-(5,7-dihydro-6H-pyrrolo[3,4-b]pyridin-6-yl)-1-(6-((2-(dimethylamino)-ethyl)(methyl)-amino)-4-methyl-pyridin-3-yl)-4-oxo-1,4-dihydro-1,8-naphthyridine-3-carboxylic acid